ClC=1C=CC2=C(NCN(S2(=O)=O)[C@@H]([C@H](C)C2=C(C(=CC=C2F)C)C)C2=NNC(O2)=O)C1 5-((1S,2R)-1-(6-chloro-1,1-dioxido-3,4-dihydro-2H-benzo[e][1,2,4]thiadiazin-2-yl)-2-(6-fluoro-2,3-dimethylphenyl)propyl)-1,3,4-oxadiazol-2(3H)-one